C(C)(C)(C)C1CC[C@H]2[C@@H](N1C(=O)O)C1=C(O2)C=C(C=C1)C(F)(F)F.C(C=1C(C(=O)O)=CC=CC1)(=O)NCC(=O)O Phthaloyl-glycine tert-butyl-(4aS,9bS)-7-(trifluoromethyl)-3,4,4a,9b-tetrahydro-2H-benzofuro[3,2-b]pyridine-1-carboxylate